8-amino-1-naphthalenesulfonic acid NC=1C=CC=C2C=CC=C(C12)S(=O)(=O)O